C(C)(C)OC1=C(C=C(C(=C1)C1CCN(CC1)C)C)NC1=NC(=C2C(=N1)NN=C2)NC2=C(C=CC=C2)S(=O)(=O)C(C)C N6-(2-isopropoxy-5-methyl-4-(1-methylpiperidin-4-yl)phenyl)-N4-(2-(isopropylsulfonyl)phenyl)-1H-pyrazolo[3,4-d]pyrimidine-4,6-diamine